tert-Butyl (S or R)-4-(6-chloro-2-(3-(dimethylamino) azetidin-1-yl)-8-fluoro-7-(3-hydroxy-naphthalen-1-yl)quinazolin-4-yl)-4,7-diazaspiro[2.5]octane-7-carboxylate ClC=1C=C2C(=NC(=NC2=C(C1C1=CC(=CC2=CC=CC=C12)O)F)N1CC(C1)N(C)C)N1C2(CC2)CN(CC1)C(=O)OC(C)(C)C